O.[Zn] zinc compound with water